1-((3s,4r)-4-(2,4-difluorophenyl)-1-(2-methoxyethyl)pyrrolidin-3-yl)-3-(1',4-dimethyl-1-phenyl-1h,1'h-[3,4'-bipyrazol]-5-yl)urea FC1=C(C=CC(=C1)F)[C@H]1[C@@H](CN(C1)CCOC)NC(=O)NC1=C(C(=NN1C1=CC=CC=C1)C=1C=NN(C1)C)C